1-isopropyl-5-methylene-2-pyrrolidone C(C)(C)N1C(CCC1=C)=O